C(C)OC(=O)C1=CN(C2=CC(=C(C=C2C1=O)F)Cl)C1CC1 cyclopropyl-7-chloro-6-fluoro-1,4-dihydro-4-oxoquinoline-3-carboxylic acid ethyl ester